C(CCCCCCC\C=C\C\C=C\CCCCC)(=O)OCC(CO)O 2,3-dihydroxypropyl (9E,12E)-octadeca-9,12-dienoate